(S)-Fmoc-2-amino-5-tert-butoxycarbonyl-adipic acid-6-tert-butyl ester C(C)(C)(C)OC(C(CC[C@@](C(=O)O)(N)C(=O)OCC1C2=CC=CC=C2C2=CC=CC=C12)C(=O)OC(C)(C)C)=O